O=CCC(C(=O)O)(CC(=O)O)CCCCCCCC\C=C/C[C@@H](CCCCCC)OC(CCCCCCC\C=C/C\C=C/CCCCC)=O.FC1=C(C=CC(=C1)F)N1C(C2=CC=CC=C2C(=N1)N1C[C@@H](CCCC1)NC)=O (R)-2-(2,4-Difluorophenyl)-4-(3-(methylamino)azepan-1-yl)phthalazin-1(2H)-one 2-oxoethyl-((R,Z)-12-(linoleoyloxy)octadec-9-en-1-yl)succinate